ClC1=C(C=CC2=C1C(=NCCN2)C2=C(C=CC(=C2)OC)F)Cl 6,7-dichloro-5-(2-fluoro-5-methoxy-phenyl)-1,3-dihydro-1,4-benzodiazepine